alpha-methylbenzeneethanamine CC(CC1=CC=CC=C1)N